5-(3,4-difluoro-phenyl)-isoxazole FC=1C=C(C=CC1F)C1=CC=NO1